F[C@@H]1CN(CC[C@@H]1NC1=NN2C(C(=N1)OC)=C(C=C2)C=2C=CC1=C(N(N=N1)CCCF)C2)C2COC2 N-((3R,4S)-3-fluoro-1-(oxetan-3-yl)piperidin-4-yl)-5-(1-(3-fluoropropyl)-1H-benzo[d][1,2,3]triazol-6-yl)-4-methoxypyrrolo[2,1-f][1,2,4]triazin-2-amine